Tert-butyl 2-(5-bromothiophen-2-yl)-7-((tert-butyldimethylsilyl)oxy)-2,6,6-trimethylheptanoate BrC1=CC=C(S1)C(C(=O)OC(C)(C)C)(CCCC(CO[Si](C)(C)C(C)(C)C)(C)C)C